C1=CC=CC2=NC(=C3C=CC=CC3=C12)N1N=C(N=C1N)NC1=CC=C(C=C1)C1CCN(CC1)C 1-(phenanthridin-6-yl)-N3-(4-(1-methylpiperidin-4-yl)phenyl)-1H-1,2,4-triazole-3,5-diamine